CC(C[C@@H](C(N[C@H](C=O)C[C@H]1C(NCC1)=O)=O)NC(OC1CCC(CC1)C(C)C)=O)C (1r,4S)-4-isopropylcyclohexyl ((S)-4-methyl-1-oxo-1-(((S)-1-oxo-3-((S)-2-oxopyrrolidin-3-yl)propan-2-yl)amino)pentan-2-yl)carbamate